Cl.FC(C=1C=CC(=NC1)N1C(C2(CC1)CC1CCC(C2)N1)=O)(F)F 1'-(5-(trifluoromethyl)pyridin-2-yl)-8-azaspiro[bicyclo[3.2.1]octane-3,3'-pyrrolidin]-2'-one hydrochloride